FC1=CC=C2C=C(C=NC2=C1F)C=1OC(CC(N1)CC(F)(F)F)(C)C 2-(7,8-difluoro-3-quinolyl)-6,6-dimethyl-4-(2,2,2-trifluoroethyl)-4,5-dihydro-1,3-oxazine